N-(1-(4-(tert-butyl)phenyl)-6-(6-(2-(2-ethoxyethoxy)ethoxy)pyridin-3-yl)-1H-pyrazolo[3,4-d]pyrimidin-4-yl)-5-nitrothiophene-2-carboxamide C(C)(C)(C)C1=CC=C(C=C1)N1N=CC=2C1=NC(=NC2NC(=O)C=2SC(=CC2)[N+](=O)[O-])C=2C=NC(=CC2)OCCOCCOCC